CC\C=C/C\C=C/CCCCCCCCCCCCCC (Z,Z)-3,6-Heneicosadiene